[N+](=O)([O-])C1=CC=C(C(=O)[O-])C=C1.C(C1=CC=CC=C1)[NH+](CC1=CC=CC=C1)CC1=CC=CC=C1 tribenzylammonium 4-nitrobenzoate